NC1=CC(=C(C(=O)O)C=C1)[18F] 4-amino-2-[18F]-fluorobenzoic acid